CC(C)[C@@]1(CC[C@]2([C@@H](CC[C@]([C@@H]2C1)(C)O)O)C)O The molecule is a eudesmane sesquiterpenoid that is eudesmane carrying three hydroxy substituents at positions 1, 4 and 7. It has a role as a plant metabolite. It is a eudesmane sesquiterpenoid and a triol.